ClC1=NC=C(C(=N1)C1=CC(=NN1)C[C@H](COC)N)C (R)-1-(5-(2-chloro-5-methylpyrimidin-4-yl)-1H-pyrazol-3-yl)-3-methoxypropan-2-amine